BrC1=CC=C(C=C1)CCNC1=C(C=C(C#N)C=C1)[N+](=O)[O-] 4-((4-bromophenyl-ethyl)amino)-3-nitrobenzonitrile